C(C)(C)(C)OC(=O)NC=1SC(=C(N1)C(=O)OC)CCCI methyl 2-{[(tert-butoxy) carbonyl] amino}-5-(3-iodopropyl)-1,3-thiazole-4-carboxylate